ClC1=CC=2N(C(N(CC2C=N1)C1=C(C(=CC(=C1F)OC)OC)F)=O)CC 7-chloro-3-(2,6-difluoro-3,5-dimethoxyphenyl)-1-ethyl-3,4-dihydropyrido[4,3-d]pyrimidin-2(1H)-one